tert-Butyl 4-[(1-methyl-2-oxo-4-pyridyl)-phenyl-methylene]piperidine-1-carboxylate CN1C(C=C(C=C1)C(=C1CCN(CC1)C(=O)OC(C)(C)C)C1=CC=CC=C1)=O